[O-2].[Nb+4].[O-2] niobium(IV) oxide